keto-salicylaldehyde O=C1C(C(C=O)=CC=C1)O